(6-(1-methylcyclopropyl)quinoline-4-carbonyl)glycine CC1(CC1)C=1C=C2C(=CC=NC2=CC1)C(=O)NCC(=O)O